ClC=1C(=CC(=C(C(=O)N(C)CC2=CC=C(C=C2)C(NCC)=O)C1)O)O 5-chloro-N-(4-(ethylcarbamoyl)benzyl)-2,4-dihydroxy-N-methylbenzamide